3-(8-((4-(aminomethyl)phenyl)carbamoyl)-4H-thieno[3,4-c]chromen-7-yl)-6-(propylcarbamoyl)picolinic acid NCC1=CC=C(C=C1)NC(=O)C1=CC=2C=3C(COC2C=C1C=1C(=NC(=CC1)C(NCCC)=O)C(=O)O)=CSC3